magnesium-iron salt [Fe].[Mg]